8-(trifluoromethyl)quinazolin-4-amine FC(C=1C=CC=C2C(=NC=NC12)N)(F)F